[N+](=O)([O-])C1=C(C=CC=C1)N1C(C(=CC=C1)N)C(F)(F)F N1-(2-nitrophenyl)-2-(trifluoromethyl)pyridin-3-amine